CC=1C=2N(C=CC1)C=C(N2)CNC(=O)C=2N=C1N(C(C2)=O)C=CC=C1 N-({8-methylimidazo[1,2-a]pyridin-2-yl}methyl)-4-oxo-4H-pyrido[1,2-a]pyrimidine-2-carboxamide